BrC1=CC=C(C=C1)C\C(\C(=O)O)=N/OC1OCCCC1 (E)-3-(4-bromophenyl)-2-(((tetrahydro-2H-pyran-2-yl)oxy)imino)propionic acid